(S)-4-(2-(1-Ethyl-3-(trifluoromethyl)-1H-pyrazol-4-yl)phenyl)-6-((S,E)-5-methoxy-4-(methylamino)pent-2-enoyl)-4,5,6,7-tetrahydrothieno[2,3-c]pyridine-2-carbonitrile C(C)N1N=C(C(=C1)C1=C(C=CC=C1)[C@H]1C2=C(CN(C1)C(\C=C\[C@@H](COC)NC)=O)SC(=C2)C#N)C(F)(F)F